C(C1=CC=CC=C1)N1CCC(CC1)CCNC(=O)N1[C@@H](CN(CC1)C1=NC=C(C=N1)C(=O)N(C)C)C 2-[(3R)-4-{[2-(1-benzylpiperidin-4-yl)ethyl]carbamoyl}-3-methylpiperazin-1-yl]-N,N-dimethylpyrimidine-5-carboxamide